BrC=1C=C2C=CN(C(C2=CC1)=O)C1CC1 6-bromo-2-cyclopropylisoquinolin-1(2H)-one